FC(C(=O)O)(F)F.N1CC(C1)C1=NNC2=C1C=NC(=C2)NC(C)=O N-(3-(azetidin-3-yl)-1H-pyrazolo[4,3-c]pyridin-6-yl)acetamide trifluoroacetate